BrC=1C=C2C(=CC1)NC(C21CCN(CC1)CCOC1=CC=C(C=C1)S(=O)(=O)C)=O 5-bromo-1'-[2-(4-methanesulfonyl-phenoxy)ethyl]-1,2-dihydrospiro[indole-3,4'-piperidin]-2-one